C(=C)C1=C(CCCC1=O)C1=CC=CC=C1 vinyl-5,6-dihydro-[1,1'-biphenyl]-3(4H)-one